8-(2-amino-phenylthio)-2'-O-methyladenosine NC1=C(C=CC=C1)SC=1N([C@H]2[C@H](OC)[C@H](O)[C@@H](CO)O2)C=2N=CN=C(C2N1)N